benzo[d][1,3]dioxan-4-ylboronic acid O1COC(C2=C1C=CC=C2)B(O)O